3-(8-methyl-4-oxo-4,5-dihydro-3H-pyrimido[5,4-b]indol-3-yl)propanamide sodium nitrite N(=O)[O-].[Na+].CC1=CC=2C3=C(NC2C=C1)C(N(C=N3)CCC(=O)N)=O